FC(N1N=CC(=C1)C1=CN2C(S1)=C(C=N2)C(=O)NC=2C(=NC=C(C2)NC(CN2CC(C2)(C)C)=O)C)F 2-(1-(difluoromethyl)-1H-pyrazol-4-yl)-N-(5-(2-(3,3-dimethyl-azetidin-1-yl)acetamido)-2-methylpyridin-3-yl)pyrazolo[5,1-b]thiazole-7-carboxamide